COC(=O)C1=CC=C(C=C1)[C@@H]1C=C(CCN1C(=O)OCC1=CC=CC=C1)OS(=O)(=O)C(F)(F)F benzyl (S)-6-(4-(methoxycarbonyl) phenyl)-4-(((trifluoromethyl) sulfonyl) oxy)-3,6-dihydropyridine-1(2H)-carboxylate